(4-bromo-3-fluorophenyl)formamide BrC1=C(C=C(C=C1)NC=O)F